3,3-dimethyl-4,4-diaminocyclohexyl-methane CC1(CC(CCC1(N)N)C)C